CCCCC/C=C\C/C=C\CCCCCCCCCC(=O)OC[C@H](COP(=O)([O-])OCC[N+](C)(C)C)OC(=O)CCCC/C=C\C/C=C\C/C=C\CCCCC 1-(11Z,14Z-eicosadienoyl)-2-(6Z,9Z,12Z-octadecatrienoyl)-glycero-3-phosphocholine